C(C1=CC=CO1)=CC(C)=O furfurylideneacetone